COC(=O)C=1C=C(C=C(C1)C(=O)OC)C1=NC2=C(N1)C=CC=C2 2-(3,5-dimethoxycarbonyl-phenyl)-1H-benzimidazole